C(C)OC1=C(C(=O)P(CC(C)C)(C(C2=C(C=CC=C2OCC)OCC)=O)=O)C(=CC=C1)OCC bis(2,6-diethoxybenzoyl)(2-methylprop-1-yl)phosphine oxide